C(C)(C)OC1=CC2=C(SC(=C2C)C(C)=O)C=C1OC 1-(5-isopropoxy-6-methoxy-3-methylbenzo[b]thiophen-2-yl)ethan-1-one